N-(4-fluoro-2-methylphenyl)-5-(o-tolyl)-1H-pyrazol-3-amine FC1=CC(=C(C=C1)NC1=NNC(=C1)C1=C(C=CC=C1)C)C